(2,7-diethyl-4-oxo-pyrazolo[3,4-d]pyridazin-5-yl)-N-(5-fluoropyrimidin-2-yl)acetamide C(C)N1N=C2C(=NN(C(C2=C1)=O)CC(=O)NC1=NC=C(C=N1)F)CC